4-(2,3-dihydropyrido[3,2-b][1,4]oxazin-4-yl)-2-fluoro-N-(8-methyl-1-isoquinolyl)-N-[(3R)-3-piperidyl]benzamide O1C2=C(N(CC1)C1=CC(=C(C(=O)N([C@H]3CNCCC3)C3=NC=CC4=CC=CC(=C34)C)C=C1)F)N=CC=C2